Cl.NC1=C(O)C=CC(=C1)O 2-aminohydroquinone hydrochloride